C1(CC1)C=1C(=NSC1C(=O)NC=1C=NC=C(C1)OC)C1=CC=CC=C1 4-CYCLOPROPYL-N-(5-METHOXYPYRIDIN-3-YL)-3-PHENYLISOTHIAZOLE-5-CARBOXAMIDE